C(C)N1C(C(=C(C(=C1)C)O)NC(N[C@@H](CC(=O)O)C=1C=C(C=CC1)C1=C(C=CC=C1)C)=O)=O (S)-3-(3-(1-ethyl-4-hydroxy-5-methyl-2-oxo-1,2-dihydropyridin-3-yl)ureido)-3-(2'-methylbiphenyl-3-yl)propionic acid